C1(CC1)C=1C=CC(=C(C=CC(C)C)C1)F 5-cyclopropyl-2-fluorobenzylidene-2-methylpropane